2-chloro-4-(2,5-difluorophenyl)pyridin-3-amine hydrochloric acid salt Cl.ClC1=NC=CC(=C1N)C1=C(C=CC(=C1)F)F